C1(C=CC=C1)C(=CC[Sc])C1C=CC=C1 bis(cyclopentadienyl)allylscandium